C(C1=CC=CC=C1)OC1=NC(=C(C=O)C(=C1F)C(F)(F)F)Cl 6-(benzyloxy)-2-chloro-5-fluoro-4-(trifluoromethyl)nicotinaldehyde